2,6-diiodobenzylamine IC1=C(CN)C(=CC=C1)I